di(trifluoroethyl trifluoroethyl) phosphate P(=O)(OC(C(F)(F)F)CC(F)(F)F)(OC(C(F)(F)F)CC(F)(F)F)[O-]